BrC1=CC=C(C(=N1)C1COC1)F 3-(6-bromo-3-fluoropyridin-2-yl)oxetan